C(CCCCCCCCCCCCCCCCCCCCCCCCCCCCC)(=O)OCCCCCCCCCCCCCCCCCCCCCCCCCCCCC nonacosan-1-yl melissate